nonanedisulfonate C(CCCCCCCCS(=O)(=O)[O-])S(=O)(=O)[O-]